2-methyl-1,8-naphthyridine-3-carboxylic acid CC1=NC2=NC=CC=C2C=C1C(=O)O